1-isocyanomethyl-3-isocyano-1,5,5-trimethyl-cyclohexane [N+](#[C-])CC1(CC(CC(C1)(C)C)[N+]#[C-])C